C1CCC2=CC(=CC=C12)OCC(=O)NCC1=NC=CC=C1 2-(2,3-dihydro-1H-inden-5-yloxy)-N-(pyridin-2-ylmethyl)acetamide